COC=1C=C(C=CC1OCC1=C(C=CC=C1)C(F)(F)F)C1C2=C(NC(C1)=O)C=CS2 7-(3-methoxy-4-{[2-(trifluoromethyl)phenyl]methoxy}phenyl)-4H,5H,6H,7H-thieno[3,2-b]pyridin-5-one